methyl 2-(4-((2-(5'-fluoro-1'-methyl-3-(1-methylpiperidin-4-yl)-1H,1'H-[4,6'-biindazol]-1-yl)acetamido)methyl)-1H-1,2,3-triazol-1-yl)acetate FC=1C=C2C=NN(C2=CC1C=1C=2C(=NN(C2C=CC1)CC(=O)NCC=1N=NN(C1)CC(=O)OC)C1CCN(CC1)C)C